(S)-methyl 3-amino-2,2-dimethylbutyrate N[C@H](C(C(=O)OC)(C)C)C